C(C)N1N=C2N=C(C=NC2=C1)N[C@@H](C)C=1C=C(C=CC1F)NC(C1=CC(=C(C=C1)OC1CCN(CC1)C)C(F)(F)F)=O (S)-N-(3-(1-((2-ethyl-2H-pyrazolo[3,4-b]pyrazin-6-yl)amino)ethyl)-4-fluorophenyl)-4-((1-methylpiperidin-4-yl)oxy)-3-(trifluoromethyl)benzamide